(7,7-dimethyl-4,5,6,7-tetrahydrobenzo[d]thiazol-2-yl)methyl 1H-imidazole-1-carboxylate N1(C=NC=C1)C(=O)OCC=1SC2=C(N1)CCCC2(C)C